2-[4-(difluoromethyl)-2,6-bis(propan-2-yl)phenyl]-N-{5-[(dimethylamino)methyl]-1,3-dioxo-2,3-dihydro-1$l6,2-benzothiazol-1-ylidene}acetamide FC(C1=CC(=C(C(=C1)C(C)C)CC(=O)N=S1(NC(C2=C1C=CC(=C2)CN(C)C)=O)=O)C(C)C)F